methyl 3-(3-methoxy-4-(3-methylbutanoylamino) phenyl)-5-methyl-4-(2-methyl-4-nitrophenyl)-1H-pyrrole-2-carboxylate COC=1C=C(C=CC1NC(CC(C)C)=O)C1=C(NC(=C1C1=C(C=C(C=C1)[N+](=O)[O-])C)C)C(=O)OC